C12CNCC(CNC1)C2=O.[Fe] iron 3,7-diazabicyclo[3.3.1]nonan-9-one